1-[2-(2-fluoro-5-methyl-4-pyridyl)-6-[5-[(6-methylpyridazin-3-yl)amino]benzimidazol-1-yl]-3-pyridyl]ethanol FC1=NC=C(C(=C1)C1=NC(=CC=C1C(C)O)N1C=NC2=C1C=CC(=C2)NC=2N=NC(=CC2)C)C